O1CC12CN(C2)C(=O)OC(C)(C)C tert-butyl 1-oxa-5-azaspiro[2.3]hexane-5-carboxylate